FC=1C=C(NCCC=2C(=NSC2)C)C=CC1C1=CC(=NN1C)C(F)(F)F 3-fluoro-4-(1-methyl-3-(trifluoromethyl)-1H-pyrazol-5-yl)-N-((3-methylisothiazol-4-yl)ethyl)aniline